C1(CC1)C[C@@H](C(=O)N([C@@H](CC(C)C)C(=O)N1C[C@]2(C[C@H]1C(=O)N)C(NC1=C(O2)C=C(C=C1F)F)=O)C)NC(C(F)(F)F)=O (2R,5'S)-1'-(N-((S)-3-cyclopropyl-2-(2,2,2-trifluoroacetamido)propanoyl)-N-methylleucyl)-5,7-difluoro-3-oxo-3,4-dihydrospiro[benzo[b][1,4]oxazine-2,3'-pyrrolidine]-5'-carboxamide